7-methoxy-3-(methoxycarbonyl)-2-methylpyrazolo[1,5-a]pyridine-5-carboxylic acid COC1=CC(=CC=2N1N=C(C2C(=O)OC)C)C(=O)O